C(CCCCCCC)(=O)OC(CCCCC)=O caproyl caprylate